(R)-6-(3-amino-5-fluoro-6-(3-((3-methoxypyrrolidin-1-yl)methyl)-4-morpholinophenyl)pyrazin-2-yl)-7-fluoro-3,4-dihydroisoquinolin-1(2H)-one NC=1C(=NC(=C(N1)F)C1=CC(=C(C=C1)N1CCOCC1)CN1C[C@@H](CC1)OC)C=1C=C2CCNC(C2=CC1F)=O